CC1=CC=NC=C1C(F)(F)F 4-methyl-5-(trifluoromethyl)pyridine